5-amino-1,3,4-thiadiazol NC1=NN=CS1